4-((3-Cyclohexyl-2-(oxetan-3-yl)-2,3-dihydro-1H-benzo[d]imidazol-1-yl)sulfonyl)-N,N-dimethylbenzenesulfonamide C1(CCCCC1)N1C(N(C2=C1C=CC=C2)S(=O)(=O)C2=CC=C(C=C2)S(=O)(=O)N(C)C)C2COC2